2H,3H,4H-pyrano[2,3-b]pyridin-4-yl acetate C(C)(=O)OC1CCOC2=NC=CC=C21